C(C)(=O)O[C@@H]1[C@@H](OC)O[C@@H]([C@H]([C@@H]1OC(C)=O)OC(C)=O)CO methyl 2,3,4-tri-O-acetyl-α-D-mannopyranoside